2-((3-Benzyl-4-oxo-3,4-dihydropteridin-2-yl)thio)-N-(thiazol-2-yl)acetamide C(C1=CC=CC=C1)N1C(=NC2=NC=CN=C2C1=O)SCC(=O)NC=1SC=CN1